2-ethyl-5-(4-(3-(1-(5-ethylpyrimidin-2-yl)piperidin-4-yl)propoxy)-2,6-difluorophenyl)-1,3,4-oxadiazole C(C)C=1OC(=NN1)C1=C(C=C(C=C1F)OCCCC1CCN(CC1)C1=NC=C(C=N1)CC)F